COC(C1=CC(=C(C(=C1)OCOC)OCOC)OCOC)=O 3,4,5-tris(methoxymethoxy)benzoic acid methyl ester